2-((2S)-4-(7-(8-chloro-7-fluoronaphthalen-1-yl)-2-((1,2-dimethylazetidin-2-yl)methoxy)-5,6,7,8-tetrahydropyrido[3,4-d]pyrimidin-4-yl)-1-(2-fluoroacryloyl)piperazin-2-yl)acetonitrile ClC=1C(=CC=C2C=CC=C(C12)N1CC=2N=C(N=C(C2CC1)N1C[C@@H](N(CC1)C(C(=C)F)=O)CC#N)OCC1(N(CC1)C)C)F